(Z)-2-(methyl(pentacos-16-en-8-yl)amino)ethane-1-thiol CN(CCS)C(CCCCCCC)CCCCCCC\C=C/CCCCCCCC